tert-butyl 7-(6-morpholinopyrimidin-4-yl)-2,7-diazaspiro[3.5]nonane-2-carboxylate O1CCN(CC1)C1=CC(=NC=N1)N1CCC2(CN(C2)C(=O)OC(C)(C)C)CC1